(E)-3-(3-(tert-Butyl)-1-(3-chlorophenyl)-1H-pyrazol-5-yl)-N-(2-oxo-2,3-dihydro-1H-benzo[d]imidazol-4-yl)acrylamid C(C)(C)(C)C1=NN(C(=C1)/C=C/C(=O)NC1=CC=CC=2NC(NC21)=O)C2=CC(=CC=C2)Cl